azodisilane N(=N[SiH2][SiH3])[SiH2][SiH3]